[2-(diphenylphosphoryl)ethyl](diphenyl)phosphorine oxide C1(=CC=CC=C1)P(=O)(C1=CC=CC=C1)CCC1=C(C(=P(C=C1)=O)C1=CC=CC=C1)C1=CC=CC=C1